1-carboxyl-4-aminoindane C(=O)(O)C1CCC2=C(C=CC=C12)N